FC1=C(C(=CC=C1)F)C1=NC=2N(C(=N1)NC1=CC3=C(C(CO3)(C)C)C=C1)N=CC2 2-(2,6-difluorophenyl)-N-(3,3-dimethyl-2,3-dihydrobenzofuran-6-yl)pyrazolo[1,5-a][1,3,5]triazin-4-amine